2,2-bis-[4-(4-aminophenoxy)phenyl]propane NC1=CC=C(OC2=CC=C(C=C2)C(C)(C)C2=CC=C(C=C2)OC2=CC=C(C=C2)N)C=C1